O1CCC2=C1C=CC(=C2)S(=O)(=O)N2CCC(CC2)C2=CC=C1C(=N2)C=CO1 5-(1-((2,3-dihydrobenzofuran-5-yl)sulfonyl)piperidin-4-yl)furo[3,2-b]pyridine